C1(=CC=CC=2C3=CC=CC=C3CC12)COC(=O)C(OC(=O)Cl)C1C2=CC=CC=C2C2=CC=CC=C12 Fluorenylmethyloxycarbonyl-(Fmoc) chloride